FC=1C=C2C(=C(NC2=C(C1)F)C1=C(C=CC=C1)C)C=O 5,7-DIFLUORO-2-(2-METHYLPHENYL)-1H-INDOLE-3-CARBOXALDEHYDE